C(C)(C)(C)C=1C=CC(=C(C1)C1CC2(C1)CCNCC2)OC 2-(5-(tert-Butyl)-2-methoxyphenyl)-7-azaspiro[3.5]nonane